C(#N)[Ag-]C#N dicyanosilver (I)